Cl.COC[C@H]1[C@H](CC1)CN |r| rac-((1S,2R)-2-(methoxymethyl)cyclobutyl)methanamine hydrochloride salt